N(C1=CC=CC=C1)C1=C(C(=NN1C1CCCC1)C1=CC=C(C=C1)CNC(C1=C(C=CC=C1)OC)=O)C#N N-[[4-(5-anilino-4-cyano-1-cyclopentyl-pyrazol-3-yl)phenyl]methyl]-2-methoxy-benzamide